isopropyl (S)-6-diazo-2-((2R,3S)-3-hydroxy-2-methylbutanamido)-5-oxohexanoate [N+](=[N-])=CC(CC[C@@H](C(=O)OC(C)C)NC([C@@H]([C@H](C)O)C)=O)=O